C1(CC1)[C@H](C1=CC=2N(N=C1)C=C(N2)[C@@H](NC(=O)C2=NON=C2C)C2CCC(CC2)(F)F)NC([C@@H](F)C2CC2)=O |o1:33| N-((S)-(7-((R)-Cyclopropyl((S*)-2-cyclopropyl-2-fluoroacetamido)methyl)imidazo[1,2-b]pyridazin-2-yl)(4,4-difluorocyclohexyl)methyl)-4-methyl-1,2,5-oxadiazole-3-carboxamide